BrC1=CC=C(C=C1)CCCC(CCC1=CC=C(C=C1)OC)=O 6-(4-Bromophenyl)-1-(4-methoxyphenyl)hexan-3-one